4-(3,5-di-tert-butylphenyl)-2-methyl-1H-indene-1-ide C(C)(C)(C)C=1C=C(C=C(C1)C(C)(C)C)C1=C2C=C([CH-]C2=CC=C1)C